COCCNC1CCC(CC1)NC1=NC=C(C(=N1)C1=CN=C2N1C=C(C=C2)C2=CC=CC=C2)C (1s,4s)-N1-(2-Methoxyethyl)-N4-(5-methyl-4-(6-phenylimidazo[1,2-a]pyridin-3-yl)pyrimidin-2-yl)cyclohexan-1,4-diamin